FC(CNC(=O)NC=1C=C2C=C(C(=NC2=CC1)C1=CC=CC=C1)C1=CC=CC=C1)(CC)F 1-(2,2-difluorobutyl)-3-(2,3-diphenylquinolin-6-yl)urea